1-(ethanesulfonyl)-N-(2,2,2-trifluoroethyl)azetidine-3-carboxamide C(C)S(=O)(=O)N1CC(C1)C(=O)NCC(F)(F)F